P(OC1=C(C=C(C=C1)C(C)(C)C)C(C)(C)C)(OC1=C(C=C(C=C1)C(C)(C)C)C(C)(C)C)OC1=C(C=C(C=C1)C(C)(C)C)C(C)(C)C tris(2,4-bis-tert-butylphenyl) phosphite